(S)-N-(3-(5-(5-aminopent-1-yn-1-yl)-1H-pyrrol-2-yl)prop-2-yn-1-yl)-2-(4-(4-chlorophenyl)-2,3,9-trimethyl-6H-thieno[3,2-f][1,2,4]triazolo[4,3-a][1,4]diazepin-6-yl)acetamide NCCCC#CC1=CC=C(N1)C#CCNC(C[C@H]1C=2N(C3=C(C(=N1)C1=CC=C(C=C1)Cl)C(=C(S3)C)C)C(=NN2)C)=O